O=C1NC(CCC1N1C(C2=CC=C(C=C2C1)C(=O)N[C@@H](C(F)(F)F)C1CCC(CC1)O)=O)=O 2-(2,6-dioxopiperidin-3-yl)-1-oxo-N-((R)-2,2,2-trifluoro-1-((1s,4S)-4-hydroxycyclohexyl)ethyl)isoindoline-5-carboxamide